CS(=O)(=O)OCCCCCCCCC=CCC=CCCCCC octadeca-9,12-dien-1-yl methanesulfonate